3-(4-(tert-Butoxy)-3-((tert-butoxycarbonyl)amino)-4-oxobutanamido)propane-1,2-diyl distearate C(CCCCCCCCCCCCCCCCC)(=O)OCC(CNC(CC(C(=O)OC(C)(C)C)NC(=O)OC(C)(C)C)=O)OC(CCCCCCCCCCCCCCCCC)=O